NC1=NC=C(C=C1C=CC(=O)OCC)C1CC1 ethyl 3-(2-amino-5-cyclopropylpyridin-3-yl)acrylate